2'-O-Methyl-5-Methyl-cytidine CO[C@H]1[C@@H](O[C@@H]([C@H]1O)CO)N1C(=O)N=C(N)C(=C1)C